N,N-dimethylthioacetamide CC(=S)N(C)C